N-(3-fluoro-5-methylbenzyl)-3-(2-(pyridin-2-yl)vinyl)-1H-indazol-5-amine FC=1C=C(CNC=2C=C3C(=NNC3=CC2)C=CC2=NC=CC=C2)C=C(C1)C